C(CCCCC)OC(C1=C(C=CC=C1)C(C1=C(C=C(C=C1)N(CC)CC)O)=O)=O 2-(4-Diethylamino-2-hydroxy-benzoyl)-benzoic acid hexylester